Tert-butyl N-[(1r,4r)-4-{[methoxy(methyl)carbamoyl]methyl}cyclohexyl]carbamate CON(C(=O)CC1CCC(CC1)NC(OC(C)(C)C)=O)C